rac-(3S,4R)-5-bromo-1-(8-fluoro-3-quinolyl)-3,4,6-trimethyl-3,4-dihydroisoquinoline BrC1=C2[C@H]([C@@H](N=C(C2=CC=C1C)C=1C=NC2=C(C=CC=C2C1)F)C)C |r|